C(CC)C(C(=O)OCC)C(C(=O)OCC)CCC diethyl 2,3-dipropylsuccinate